(R)-2-((6-bromo-4-quinazolinyl)amino)-3-(methylseleno)-1-(1-pyrrolidinyl)propan-1-one BrC=1C=C2C(=NC=NC2=CC1)N[C@H](C(=O)N1CCCC1)C[Se]C